fluoro-3'-thioadenosine F[C@@]1([C@H](O)[C@H](S)[C@@H](CO)O1)N1C=NC=2C(N)=NC=NC12